(R)-6-Methyl-5-(8-methyl-[1,2,4]triazolo[1,5-a]pyridin-6-yl)-1-(1-(3,3,3-trifluoropropyl)piperidin-3-yl)-1,3-dihydro-2H-benzo[d]imidazol-2-on CC=1C(=CC2=C(N(C(N2)=O)[C@H]2CN(CCC2)CCC(F)(F)F)C1)C=1C=C(C=2N(C1)N=CN2)C